N1C=NC2=C1C=CC(=C2)N2C([C@H]([C@H]2C2=C(C=C(C=C2F)OCCC(F)F)F)O)=O (3S,4R)-1-(1H-benzo[d]imidazol-5-yl)-4-(4-(3,3-difluoropropoxy)-2,6-difluorophenyl)-3-hydroxyazetidin-2-one